2-(4-(6-nitropyridin-3-yl)morpholin-2-yl)propan-2-ol [N+](=O)([O-])C1=CC=C(C=N1)N1CC(OCC1)C(C)(C)O